tert-butyl (2R,5S)-4-(2-chloro-9H-purin-6-yl)-2-ethyl-5-methylpiperazine-1-carboxylate ClC1=NC(=C2N=CNC2=N1)N1C[C@H](N(C[C@@H]1C)C(=O)OC(C)(C)C)CC